O1OCCCC12CCCCC2 dioxaspiro[5.5]undecan